3-(bromomethyl)-6,6-difluoro-bicyclo[3.1.0]hexane BrCC1CC2C(C2C1)(F)F